BrC1=C(CCC2=NC=3N(C(N(C(C3N2CCO)=O)CC#C)=O)CCCCP(O)(O)=O)C=CC=C1 (4-(8-(2-Bromophenethyl)-7-(2-hydroxyethyl)-2,6-dioxo-1-(prop-2-yn-1-yl)-1,2,6,7-tetrahydro-3H-purin-3-yl)butyl)phosphonic acid